2-(2-fluoronaphthalen-1-yl)ethan-1-ol FC1=C(C2=CC=CC=C2C=C1)CCO